BrC(C(=O)NC1=NC=C(C=C1)OC1=C(C(=C(C=C1)F)F)F)C 2-bromo-N-(5-(2,3,4-trifluorophenoxy)pyridin-2-yl)propanamide